ClC=1C(=C(C(=C(C1)C(C(=O)NCC1=NC=CN=C1Cl)C)OC(C)C)C=1C=NC(=CC1)C(F)(F)F)C 2-(5-chloro-2-isopropoxy-4-methyl-3-(6-(trifluoromethyl)pyridin-3-yl)phenyl)-N-((3-chloropyrazin-2-yl)methyl)propanamide